ClC1=CC=C(CN2C3(CN(C3)C3=NC=CN=C3)C(N(CC2=O)C(C)C)=O)C=C1 5-(4-chlorobenzyl)-8-isopropyl-2-(pyrazin-2-yl)-2,5,8-triazaspiro[3.5]nonane-6,9-dione